ClC1=CC(=CC(=N1)N1CCOCC1)S[C@@H]1COCC1 (S)-4-(6-chloro-4-(tetrahydrofuran-3-ylthio)pyridin-2-yl)morpholine